(S)-3-((3-ethyl-2,4-dioxo-1,2,3,4-tetrahydrothieno[3,2-d]pyrimidin-6-yl)methyl)-N-methyl-1,2,3,4,4a,5-hexahydropyrazino[1,2-d]pyrido[2,3-b][1,4]oxazine-8-carboxamide C(C)N1C(NC2=C(C1=O)SC(=C2)CN2C[C@@H]1N(C3=C(OC1)N=C(C=C3)C(=O)NC)CC2)=O